5-[2-(2,4-difluorophenoxy)-5-(methylsulfonylmethyl)phenyl]-1-ethyl-3-methylpyridin-2-one FC1=C(OC2=C(C=C(C=C2)CS(=O)(=O)C)C=2C=C(C(N(C2)CC)=O)C)C=CC(=C1)F